acrylamido-2,2,6,6-tetramethylpiperidine C(C=C)(=O)NN1C(CCCC1(C)C)(C)C